N(=[N+]=[N-])C1=C(COC(=O)NCCCC[C@H](N)C(=O)O)C=CC=C1 Nε-(o-Azidobenzyloxycarbonyl)lysine